(R)-3-(3-chloro-4-fluorophenyl)-1-methyl-1-(6-oxo-1,2,4,5,6,7,9,10-octahydro-dipyrano[3,4-b:4',3'-d]pyridin-1-yl)urea ClC=1C=C(C=CC1F)NC(N([C@H]1COCC=2NC(C3=C(C21)CCOC3)=O)C)=O